2,4-dibromo-8-fluoronaphthalen-1-amine BrC1=C(C2=C(C=CC=C2C(=C1)Br)F)N